FC1=NC=CC(=N1)C(=O)O 2-Fluoropyrimidine-4-carboxylic acid